1-bromo-4-(5-bromopentyloxy)benzene BrC1=CC=C(C=C1)OCCCCCBr